3-(5-(1-(8-amino-2-oxooctyl)piperidin-4-yl)-3-methyl-2-oxo-2,3-dihydro-1H-benzo[d]imidazol-1-yl)piperidine-2,6-dione NCCCCCCC(CN1CCC(CC1)C1=CC2=C(N(C(N2C)=O)C2C(NC(CC2)=O)=O)C=C1)=O